(S)-N-(2,4-difluorophenyl)-6'-hydroxy-5',7'-dioxo-5',7',11',11a'-tetrahydro-2'H-spiro[cyclopropane-1,3'-oxazolo[3,2-a]pyrido[1,2-d]pyrazine]-8'-carboxamide FC1=C(C=CC(=C1)F)NC(=O)C=1C(C(=C2N(C[C@H]3N(C2=O)C2(CO3)CC2)C1)O)=O